8-(3-(4-(2,3-dichlorophenyl)piperazin-1-yl)propoxy)-5,6-dihydro-1H-pyrrolo[3,2,1-ij]quinolin-4(2H)-one ClC1=C(C=CC=C1Cl)N1CCN(CC1)CCCOC=1C=C2CCC(N3C2=C(C1)CC3)=O